di-n-hexyl succinate sodium [Na].C(CCC(=O)OCCCCCC)(=O)OCCCCCC